N=1NC=CC=2C1C(=CN2)C#N 2H-pyrrolo[3,2-c]pyridazine-7-carbonitrile